10-bromo-2-(1-methyl-1H-pyrazol-4-yl)[1,2,4]triazolo[1,5-c]quinazolin-5(6H)-one BrC=1C=2C=3N(C(NC2C=CC1)=O)N=C(N3)C=3C=NN(C3)C